C1(CCCCC1)N1CC2=C(N=C(N=C2O)N([C@H](CC)C2CCC(CC2)C(=O)OC)C)CC1 methyl (1R,4r)-4-((R)-1-((6-cyclohexyl-4-hydroxy-5,6,7,8-tetrahydropyrido[4,3-d]pyrimidin-2-yl)(methyl)amino)propyl)cyclohexane-1-carboxylate